1-(1,4-ethano-8-(4-trifluoromethylphenyl)-1,2,3,4-tetrahydro-1,5-naphthyridin-6-yl)-N3-(3-fluoro-4-(4-(pyrrolidin-1-yl)piperidin-1-yl)phenyl)-1H-1,2,4-triazole-3,5-diamine FC(C1=CC=C(C=C1)C=1C=C(N=C2C3CCN(C12)CC3)N3N=C(N=C3N)NC3=CC(=C(C=C3)N3CCC(CC3)N3CCCC3)F)(F)F